(R)-6-(2-((3,3-difluoro-1-(methyl-d3)piperidin-4-yl)amino)-6-fluoro-4-methoxypyrrolo[2,1-f][1,2,4]triazin-5-yl)-N-methylimidazo[1,2-a]pyridine-3-carboxamide FC1(CN(CC[C@H]1NC1=NN2C(C(=N1)OC)=C(C(=C2)F)C=2C=CC=1N(C2)C(=CN1)C(=O)NC)C([2H])([2H])[2H])F